6,10,14-trimethylpentadecane-5,13-dien-2-one CC(=CCCC(C)=O)CCCC(CCC=C(C)C)C